N(C(=O)C)C1=CC=C(C(=O)O)C=C1 p-acetaminobenzoic acid